C(C)(=O)CC(=O)CC(C)=O 1,3-diacetylacetone